benzyl (3R)-4-[[(1S)-2-methoxy-1-methyl-2-oxo-ethyl]amino]-3-(octanoylamino)-4-oxo-butanoate COC([C@H](C)NC([C@@H](CC(=O)OCC1=CC=CC=C1)NC(CCCCCCC)=O)=O)=O